e-3-Octanoylthio-1-propyltriethoxysilan C(CCCCCCC)(=O)SCCC[Si](OCC)(OCC)OCC